O=C1N(CCC(N1)=O)C=1C=C(OCC(=O)NCCN2CCNCC2)C=CC1 2-(3-(2,4-dioxotetrahydropyrimidin-1(2H)-yl)phenoxy)-N-(2-(piperazin-1-yl)ethyl)acetamide